FC1(CCN(CC1)C=1C=CC=C2C=C(C=NC12)C(=O)[O-])F 8-(4,4-difluoropiperidin-1-yl)quinoline-3-carboxylate